6-[(piperidin-4-yl)methyl]-3-oxa-6-azabicyclo[3.1.1]heptane dihydrochloride Cl.Cl.N1CCC(CC1)CN1C2COCC1C2